C(C)OC(=O)C1[C@H]2CC\C=C/CC[C@@H]12 (1R,4Z,8S,9s)-bicyclo[6.1.0]non-4-ene-9-carboxylic acid ethyl ester